(E)-1-phenyl-4-((4-(3,5-dimethoxyphenyl)phenoxy)methyl)-1H-1,2,3-triazole C1(=CC=CC=C1)N1N=NC(=C1)COC1=CC=C(C=C1)C1=CC(=CC(=C1)OC)OC